9-methyl-5-(tetrahydrofuran-3-yl)-1,2,3,3a-tetrahydropyrrolo[1'',2'':4',5']pyrazino[2',3':5,6]pyrido[2,3-d]pyrimidin-4(5H)-one CC1=NC=C2C(=N1)N=C1C(=C2)N(C(C2N1CCC2)=O)C2COCC2